(2,6-difluoro-4-hydroxyphenyl)-1-methyl-1H-imidazole-2-carbaldehyde FC1=C(C(=CC(=C1)O)F)C=1N=C(N(C1)C)C=O